(7S)-2-Benzyl-7-methyl-3-[(1R,3R)-3-(1H-1,2,3,4-tetrazol-5-yl)cyclohexyl]-3H,6H,7H,8H,9H-imidazo[4,5-f]chinolin C(C1=CC=CC=C1)C=1N(C=2C(=C3CC[C@@H](NC3=CC2)C)N1)[C@H]1C[C@@H](CCC1)C1=NN=NN1